FC1=CC=C(CN(C2=NC=CC(=N2)C2N(CCNC2)C=O)CC2=CC=C(C=C2)OCC(C)C)C=C1 (2-((4-fluorobenzyl)(4-isobutoxybenzyl)amino)pyrimidin-4-yl)piperazine-1-carbaldehyde